C(=O)O.ClC1=CC(=C(C#N)C=C1)C=1C=C2C(=NN=C(C2=CC1)NCC1=C(C=C(C=C1)OC)OC)C 4-chloro-2-[1-[(2,4-dimethoxyphenyl)methylamino]-4-methylphthalazin-6-yl]benzonitrile formate salt